4-(difluoromethyl)-N-[5-[2,4-difluoro-5-(2,4,4-trimethylpent-2-ylcarbamoyl)phenyl]-4-fluoro-2-[(3R,5S)-3,4,5-trimethylpiperazin-1-yl]phenyl]-6-oxo-1H-pyridine-3-carboxamide FC(C=1C(=CNC(C1)=O)C(=O)NC1=C(C=C(C(=C1)C1=C(C=C(C(=C1)C(NC(C)(CC(C)(C)C)C)=O)F)F)F)N1C[C@H](N([C@H](C1)C)C)C)F